silicon dioxide aluminum bismuth [Bi].[Al].[Si](=O)=O